4-Chloro-3-methyl-1-((2-(trimethylsilyl)ethoxy)methyl)-1H-pyrazolo[3,4-b]pyridine ClC1=C2C(=NC=C1)N(N=C2C)COCC[Si](C)(C)C